4-[3-[2,6-Dichloro-4-[rac-(1R,5S,6S)-6-methoxy-3-azabicyclo[3.2.0]heptan-3-yl]benzoyl]-2,4-dihydro-1,3-benzoxazin-8-yl]-5-fluoro-2-(3-oxa-8-azabicyclo[3.2.1]octan-8-yl)benzoic acid ClC1=C(C(=O)N2COC3=C(C2)C=CC=C3C3=CC(=C(C(=O)O)C=C3F)N3C2COCC3CC2)C(=CC(=C1)N1C[C@@H]2C[C@@H]([C@@H]2C1)OC)Cl |r|